ClC1=C(C=C(C=C1)Cl)C=1NC(=C(N1)C1=CC=CC=C1)C 2-(2,5-Dichlorophenyl)-4-phenyl-5-methylimidazole